ClC1=C2C(NN=C(C2=C(C=C1)Cl)C1=CC2=C(NC(=N2)NC(OC)=O)C=C1)=O Methyl (5-(5,8-dichloro-4-oxo-3,4-dihydrophthalazin-1-yl)-1H-benzimidazol-2-yl)carbamate